4-(2-Cyclopropyl-6-formylpyridin-4-yl)-3-(4-methyl-1,2,4-triazol-3-yl)benzonitrile C1(CC1)C1=NC(=CC(=C1)C1=C(C=C(C#N)C=C1)C1=NN=CN1C)C=O